Ethyl 1-(butane-2-yl)-5-(3-phenylpropyl)-1H-pyrrole-2-carboxylate CC(CC)N1C(=CC=C1CCCC1=CC=CC=C1)C(=O)OCC